[Na+].ClC(C(=O)[O-])(F)F chlorodifluoroacetic acid sodium salt